(Z)-N-formyl-6,7-dimethoxy-1-(3,4,5-trimethoxybenzylidene)-3,4-dihydroisoquinoline C(=O)N1\C(\C2=CC(=C(C=C2CC1)OC)OC)=C/C1=CC(=C(C(=C1)OC)OC)OC